COC(=O)C1(CCOCC1)C1=CN=NC(=C1)N 4-(6-Aminopyridazin-4-yl)tetrahydropyran-4-carboxylic acid methyl ester